CN(CCN(C1=C(C=C(C=C1)NC=1N=C(C2=C(N1)NC=C2)C2=CN(C1=CC=CC=C21)C)NC(C(C)C)=O)CC)C N-(2-((2-(dimethylamino)ethyl)(ethyl)amino)-5-((4-(1-methyl-1H-indol-3-yl)-7H-pyrrolo[2,3-d]pyrimidin-2-yl)amino)phenyl)isobutyramide